Cl[Si](Cl)(Cl)CCC(CCCCCCC(CCCCCCCC)CC[Si](Cl)(Cl)Cl)C(CCCCCCC)F 1,8-bis(trichlorosilylethyl)hexadecyl-fluorooctane